O[C@@H]([C@H](CO)NC(CCCCCCCCCCCCCC)=O)\C=C\CCCCCCCCCCCCC N-[(1S,2R,3E)-2-hydroxy-1-(hydroxymethyl)-3-heptadecen-1-yl]-pentadecanamide